C1N(CC12CCC2)CCN 2-(2-azaspiro[3.3]heptan-2-yl)ethanamine